N-[(1-Hydroxycyclohexyl)methyl]-2-(1-methyl-1H-pyrazol-4-yl)-6-[4-(trifluoromethoxy)phenyl]pyrimidin OC1(CCCCC1)CN1C(N=CC=C1C1=CC=C(C=C1)OC(F)(F)F)C=1C=NN(C1)C